4-(4-(2-((3-(2,6-dioxopiperidin-3-yl)-2-methyl-4-oxo-3,4-dihydroquinazolin-5-yl)amino)ethyl)piperazin-1-yl)-3-fluorobenzonitrile O=C1NC(CCC1N1C(=NC2=CC=CC(=C2C1=O)NCCN1CCN(CC1)C1=C(C=C(C#N)C=C1)F)C)=O